CC1=C(C=NC(=C1)C(CC)=O)C1=NC=C2C=C(N=CC2=C1)NC(C)=O N-[7-(4-methyl-6-propanoylpyridin-3-yl)-2,6-naphthyridin-3-yl]acetamide